N-hydroxy-ethylenimine, sodium salt [Na].ON1CC1